3',4-diaminobenzanilide NC=1C=C(NC(C2=CC=C(C=C2)N)=O)C=CC1